3,4,5-trifluoro-4,5-dihydro-1,3-dihydro-2H-1,2-azaborole FC1BNC(C1F)F